(Sa)-6-(4-chloro-1-(4-iodobenzyl)-1H-indazole-7-carboxamido)spiro[3.3]heptane-2-carboxylic acid ClC1=C2C=NN(C2=C(C=C1)C(=O)NC1CC2(CC(C2)C(=O)O)C1)CC1=CC=C(C=C1)I